(1-(6-(2-Aminoethyl)pyridin-2-yl)cyclopropyl)methanol NCCC1=CC=CC(=N1)C1(CC1)CO